8'-methyl-2'-[(6-methylpyridin-3-yl)methyl]-N-{[(2S)-oxolan-2-yl]methyl}-2',5'-dihydrospiro[cyclopropane-1,4'-furo[2,3-g]indazole]-7'-carboxamide CC1=C(OC=2CC3(C4=CN(N=C4C21)CC=2C=NC(=CC2)C)CC3)C(=O)NC[C@H]3OCCC3